isoamyl butyrat C(CCC)(=O)OCCC(C)C